2-formylpyridinamide C(=O)C1(NC=CC=C1)C(=O)N